4-(5-(3-Isopropoxy-4-methoxyphenyl)pyridin-3-yl)-1,2-oxaborolan-2-ol C(C)(C)OC=1C=C(C=CC1OC)C=1C=C(C=NC1)C1CB(OC1)O